2-[1,3-Dioxo-5-(1H-[1,2,3]triazol-4-yl)-1,3-dihydroisoindol-2-yl]-5-pyridin-3-yl-benzoic acid O=C1N(C(C2=CC(=CC=C12)C=1N=NNC1)=O)C1=C(C(=O)O)C=C(C=C1)C=1C=NC=CC1